C(C)[C@H]1COCC(N1C1=NC(=CC(=C1)CS(=O)(=O)C)C1=CC=C2C(=N1)C=C(N2)CNC)=O (S)-5-ethyl-4-(6-(2-((methylamino)methyl)-1H-pyrrolo[3,2-b]pyridin-5-yl)-4-((methylsulfonyl)methyl)pyridin-2-yl)morpholin-3-one